(M)-cholestenol C(=C(C)CCC[C@@H](C)[C@H]1CC[C@H]2[C@@H]3CCC4CCCC[C@]4(C)[C@H]3CC[C@]12C)O